2-(1-hydroxyethyl)-3-iodophenol OC(C)C1=C(C=CC=C1I)O